C1CC=CCC1 (S)-3-cyclohexene